perfluoropentane-1-sulfonic acid FC(C(C(C(C(F)(F)F)(F)F)(F)F)(F)F)(S(=O)(=O)O)F